[Ni].[AlH3] alumane nickel